N-(4-((5-(benzyloxy)-3-fluoro-2-(4-methoxy-2-methylphenyl)-1H-indol-1-yl)methyl)phenethyl)propan-1-amine C(C1=CC=CC=C1)OC=1C=C2C(=C(N(C2=CC1)CC1=CC=C(CCNCCC)C=C1)C1=C(C=C(C=C1)OC)C)F